ethyl 2-chloro-4-((2-isopropyl-4-methylpyridin-3-yl)amino)pyrimidine-5-carboxylate ClC1=NC=C(C(=N1)NC=1C(=NC=CC1C)C(C)C)C(=O)OCC